2-amino-N-(methoxymethyl)acetamide NCC(=O)NCOC